CN1C=NC=2N(C=3C=CC(=CC3C21)C#N)C2=CC=C(C=C2)C(F)(F)F 1-methyl-4-[4-(trifluoromethyl)phenyl]-1H,4H-imidazo[4,5-b]indole-7-carbonitrile